(4aR)-N-(2,6-dioxopiperidin-3-yl)-1,2,3,4,4a,5-hexahydropyrazino[1,2-d]pyrido[2,3-b][1,4]oxazine-8-carboxamide O=C1NC(CCC1NC(=O)C=1C=CC2=C(OC[C@@H]3N2CCNC3)N1)=O